[3-[4-(4-quinoxalin-2-ylpyrazol-1-yl)-1-piperidyl]phenyl]methanol N1=C(C=NC2=CC=CC=C12)C=1C=NN(C1)C1CCN(CC1)C=1C=C(C=CC1)CO